(S)-sec-butyl methanesulfonate CS(=O)(=O)O[C@@H](C)CC